ClC=1C=C(O[C@H](C(=O)O)C)C=C(C1CC1=CC(=C(C=C1)O)C1=CC=C(C=C1)Cl)Cl (2S)-2-[3,5-dichloro-4-[[3-(4-chlorophenyl)-4-hydroxy-phenyl]methyl]phenoxy]propanoic acid